ClC=1C=C(C=NC1N1N=CC=N1)NC(=O)C1=CC(=NS1)C1=CC=CC=C1 N-(5-CHLORO-6-(2H-1,2,3-TRIAZOL-2-YL)PYRIDIN-3-YL)-3-PHENYLISOTHIAZOLE-5-CARBOXAMIDE